O=S1(CC(C=C1)C1=C(C(=NC2=CC=CC=C12)OC)C(=O)N)=O (1,1-dioxido-2,3-dihydrothiophen-3-yl)-2-methoxyquinoline-3-carboxamide